OCCOCCCOCC(=O)OC(C)(C)C tert-butyl [3-(2-hydroxyethoxy)propoxy]acetate